CN1C(NC(C2=CC=CC=C12)=O)=O 1-methylquinazoline-2,4(1H,3H)-dione